2-Ethyl-5-hydroxyisoquinoline iodonium salt [IH2+].C(C)N1CC2=CC=CC(=C2C=C1)O